BrC=1C=CC2=C(N=C(S2)C2=C(SC=3CN(CCC32)C(=O)OC(C)(C)C)NC(CCN(C(C)C)C(=O)OC(C)(C)C)=O)C1 tert-Butyl 3-(5-bromobenzo[d]thiazol-2-yl)-2-(3-((tert-butoxycarbonyl)(isopropyl)amino)propanamido)-4,5-dihydrothieno[2,3-c]pyridine-6(7H)-carboxylate